1,1'-methylene-bis(2-hydroxy-3-naphthoate) C(C1=C(C(=CC2=CC=CC=C12)C(=O)[O-])O)C1=C(C(=CC2=CC=CC=C12)C(=O)[O-])O